FC=1C=C(C=C(C1)F)[C@@H](C(=O)NC1=CC(=C(C=C1)C=1C=NC(=C(C(=O)NC(C)C)C1)C)C)O (S)-5-(4-(2-(3,5-difluorophenyl)-2-hydroxyacetamido)-2-methylphenyl)-N-isopropyl-2-methylnicotinamide